2-chloro-1-methyl-pyridinium iodide [I-].ClC1=[N+](C=CC=C1)C